S(=O)(=O)(O)C1=CC=C(C(C(=O)[O-])=C1)O.C1(CCCCC1)[Sn+](C1CCCCC1)C1CCCCC1.C1(CCCCC1)[Sn+](C1CCCCC1)C1CCCCC1.S(=O)(=O)(O)C1=CC=C(C(C(=O)[O-])=C1)O bis(tricyclohexyltin) 5-sulfosalicylate